methyl 3-(3-ethoxy-3-oxopropanamido)-1-(naphthalen-1-yl)-2-oxo-6-(trifluoromethyl)-1,2-dihydropyridine-4-carboxylate C(C)OC(CC(=O)NC=1C(N(C(=CC1C(=O)OC)C(F)(F)F)C1=CC=CC2=CC=CC=C12)=O)=O